1-[(2S)-2-(2-fluoro-5-{imidazo[1,2-b]pyridazin-6-yl}phenoxy)propyl]-1H-tetrazole FC1=C(O[C@H](CN2N=NN=C2)C)C=C(C=C1)C=1C=CC=2N(N1)C=CN2